N-(2-(3-cyanoazetidin-1-yl)-2-oxoethyl)-4-(2-oxo-2,3-dihydro-1H-imidazo[4,5-b]pyridin-7-yl)-1H-pyrazole-1-carboxamide C(#N)C1CN(C1)C(CNC(=O)N1N=CC(=C1)C1=C2C(=NC=C1)NC(N2)=O)=O